C(C)(=O)NC=1C=C(C=CC1)C1=CC(=CC=C1)N1C=CC2=C(C=CC(=C12)C)F N-(3'-acetamido-[1,1'-biphenyl]-3-yl)-4-fluoro-7-methyl-1H-indole